((((S)-1-(((S)-1-methylpyrrolidin-3-yl)oxy)-1-oxopropan-2-yl)amino) methyl)tetrahydrofuran-3,4-diyl bis(2-methylpropanoate) CC(C(=O)OC1C(OCC1OC(C(C)C)=O)CN[C@H](C(=O)O[C@@H]1CN(CC1)C)C)C